C1(CC1)C1=NNC(=N1)C1CC2(CN(C2)C(=O)N2CC3(C2)C[C@@H](CC3)CC3=CC(=CC=C3)S(=O)(=O)C(F)(F)F)C1 [6-(3-cyclopropyl-1H-1,2,4-triazol-5-yl)-2-azaspiro[3.3]heptan-2-yl]-[(6S)-6-(3-triflylbenzyl)-2-azaspiro[3.4]octan-2-yl]methanone